1H-pyrazol-3-yl-isoindoline-1,3-dione N1N=C(C=C1)N1C(C2=CC=CC=C2C1=O)=O